amino-5-(4-fluorophenyl)-N-([3-[2-(methylamino)ethoxy]pyridin-2-yl]methyl)-6-[3-methylimidazo[1,2-a]pyridin-6-yl]pyrazine-2-carboxamide NC=1C(=NC(=C(N1)C1=CC=C(C=C1)F)C=1C=CC=2N(C1)C(=CN2)C)C(=O)NCC2=NC=CC=C2OCCNC